FC(C(=O)[O-])(F)F.C12N(CCNC2CC1)C=1C(C=2C(=NC=C(N2)N(C)C)N(C1CC)C1(C(C=CC(=C1)C(F)(F)F)[NH-])Cl)=O rac-2-(7-(2,5-diazabicyclo[4.2.0]octan-2-yl)-2-(dimethylamino)-6-ethyl-8-oxopyrido[2,3-b]pyrazin-5(8H)-yl)-N-(2-chloro-4-(trifluoromethyl)phenyl)-amide trifluoroacetate